[Y+3].C[Si]([N-][Si](C)(C)C)(C)C.C[Si]([N-][Si](C)(C)C)(C)C.C[Si]([N-][Si](C)(C)C)(C)C tris[N,N-bis(trimethylsilyl)amide] yttrium(III)